4-(2-(((1H-imidazol-4-yl)methyl)thio)phenyl)-1H-pyrazole N1C=NC(=C1)CSC1=C(C=CC=C1)C=1C=NNC1